N[C@]1(O)[C@@H](O)[C@@H](O)[C@@H](O1)CO Amino-alpha-L-ribose